FC=1C(=CC(=C(C1)N1C(C=CC2=CC(=CC=C12)S(=O)(=O)NC=1OC=CN1)=O)OC)[C@H]1[C@@H](C1)C(F)(F)F (P)-1-(5-FLUORO-2-METHOXY-4-((1R,2R)-2-(TRIFLUOROMETHYL)CYCLOPROPYL)PHENYL)-N-(OXAZOL-2-YL)-2-OXO-1,2-DIHYDROQUINOLINE-6-SULFONAMIDE